N1CCC(CC1)N1CCCCC1 1-(4-piperidyl)piperidine